[Cl-].O1C(=CC=C1)O[Ti+3].[Cl-].[Cl-] (furyloxy)titanium chloride